2-(4-hydroxy-3-ethoxyphenyl)-1,3-dioxolane OC1=C(C=C(C=C1)C1OCCO1)OCC